NC=1N(C(C=2C=C(C(=NC2C1C(=O)OCC)NC1=NC=C(C=N1)C)C)=O)C1=C(C(=CC=C1C)O)C ethyl 7-amino-6-(3-hydroxy-2,6-dimethylphenyl)-3-methyl-2-((5-methylpyrimidin-2-yl)amino)-5-oxo-5,6-dihydro-1,6-naphthyridine-8-carboxylate